C(C)C1=CC=C(C=C1)C(CCC1=CC=C(C=C1)[N+](C)(C)C)C (4-(3-(4-ethylphenyl)butyl)phenyl)-trimethylazanium